FC(OC1=C(C=CC=C1)[C@H](CN1C(N(C(C2=C1SC(=C2C)C=2OC=CN2)=O)C(C(=O)N)(C)C)=O)OC2CCOCC2)F 2-[1-[(2R)-2-[2-(difluoromethoxy)phenyl]-2-(oxacyclohex-4-yloxy)ethyl]-5-methyl-6-(1,3-oxazol-2-yl)-2,4-dioxo-1H,2H,3H,4H-thieno[2,3-d]pyrimidin-3-yl]-2-methylpropanamide